BrC1=C(C=C(C=C1)S(=O)(=O)N1CCC2(CC(CO2)NC[C@@H](COC=2C=C(C=CC2)S(=O)(=O)NCC)O)CC1)C 3-((2S)-3-(8-(4-bromo-3-methylphenylsulfonyl)-1-oxa-8-azaspiro[4.5]decan-3-ylamino)-2-hydroxypropoxy)-N-ethylbenzenesulfonamide